C(C)N(C=1C=C(C=C(C(=O)OC)C#N)C=CC1)CC methyl 3-diethylamino-α-cyanocinnamate